C(C)(C)(C)NC(=O)C1=C(C(=CC(=C1)C#N)C)NC(=O)C1=CC(=NN1C1=NC=CC=C1Cl)OC1CS(C1)(=O)=O N-(2-(tert-butylcarbamoyl)-4-cyano-6-methylphenyl)-1-(3-chloropyridin-2-yl)-3-((1,1-dioxidothietan-3-yl)oxy)-1H-pyrazole-5-carboxamide